2,5-dimethyl-6-phenyl-5H-pyrrolo[2,3-b]Pyrazine CC=1N=C2C(=NC1)N(C(=C2)C2=CC=CC=C2)C